7-bromo-2-((1-(((tert-butyldimethylsilyloxy) methyl) cyclopropyl) methoxy)-6-chloro-8-fluoroquinazolin-4-yl)-3,8-diazabicyclo[3.2.1]octane-8-carboxylate BrC1CC2CNC(C1N2C(=O)[O-])C2=NC(=NC1=C(C=C(C=C21)Cl)F)OCC2(CC2)CO[Si](C)(C)C(C)(C)C